C(=O)(O)C=1C=C(C=CC1C(=O)O)C(C1=CC(=C(C=C1)C(=O)O)C(=O)O)[SiH2]C1=CC=CC=C1 bis(3,4-dicarboxyphenyl)methylphenylsilane